C(C)(C)(C)OC(=O)N1[C@@H](CC(CC1)C1=CC(=C(C=C1)N)O)C (2R)-4-(4-amino-3-hydroxyphenyl)-2-methylpiperidine-1-carboxylic acid tert-butyl ester